(1aS,6S,6aR)-3-bromo-N-methyl-1,1a,6,6a-tetrahydrocyclopropa[a]inden-6-amine BrC=1C=CC=2[C@H]([C@H]3[C@@H](C2C1)C3)NC